(R)-1-(2-(4-(3-amino-6-bromo-7-fluoroquinolin-4-ylamino)butoxy)-5-fluorophenyl)ethylcarbamic acid tert-butyl ester C(C)(C)(C)OC(N[C@H](C)C1=C(C=CC(=C1)F)OCCCCNC1=C(C=NC2=CC(=C(C=C12)Br)F)N)=O